ClC1=CC=C(CN2C(=C(C3=CC(=CC=C23)O)C(CC(C)(C)C)=O)CC(C(=O)OC)(C)C)C=C1 methyl 3-(1-(4-chlorobenzyl)-3-(3,3-dimethylbutyryl)-5-hydroxy-1H-indol-2-yl)-2,2-dimethylpropionate